6-(4-(3,4-dihydroisoquinolin-2(1H)-yl)butoxy)-3-methylquinazolin-4(3H)-one C1N(CCC2=CC=CC=C12)CCCCOC=1C=C2C(N(C=NC2=CC1)C)=O